benzyl (((1S,6R,7S)-3-(5-(N,N-dimethylsulfamoyl)-7-(8-fluoroquinolin-5-yl)-5H-pyrrolo[2,3-b]pyrazin-3-yl)-7-(5-methylisoxazol-3-yl)-3-azabicyclo[4.1.0]heptan-7-yl)methyl)carbamate CN(S(=O)(=O)N1C=C(C=2C1=NC(=CN2)N2C[C@@H]1[C@]([C@@H]1CC2)(C2=NOC(=C2)C)CNC(OCC2=CC=CC=C2)=O)C2=C1C=CC=NC1=C(C=C2)F)C